CN1C(C(C2=CC=CC=C12)(C)C)=C 1,3,3-trimethyl-2-methylideneindole